C(#N)C1=CC=C(C(=C1[C@@H]1[C@H](C1)C(=O)N)F)OC |r| rac-(1S*,2S*)-2-(6-cyano-2-fluoro-3-methoxyphenyl)cyclopropane-1-carboxamide